(±)-trans-2-((3-(4-chlorobenzyl)-4-((4-((5-fluoropyridin-2-yl)oxy)phenyl)amino)-2,6-dioxo-3,6-dihydro-1,3,5-triazin-1(2H)-yl)methyl)cyclopropane-1-carboxylic acid ClC1=CC=C(CN2C(N(C(N=C2NC2=CC=C(C=C2)OC2=NC=C(C=C2)F)=O)C[C@H]2[C@@H](C2)C(=O)O)=O)C=C1 |r|